C12CN(CC(CC1)N2)C2=NC=1N(C(=N2)N)N=CC1C(F)(F)F 2-(3,8-diazabicyclo[3.2.1]octan-3-yl)-8-(trifluoromethyl)pyrazolo[1,5-a][1,3,5]triazin-4-amine